4-bromo-6-fluoro-5-isopropyl-1H-indazole BrC1=C2C=NNC2=CC(=C1C(C)C)F